C(C)(C)(C)C1=NC=C(C=N1)C=O 2-TERT-BUTYLPYRIMIDINE-5-CARBALDEHYDE